chloro(trichloromethoxy)methanone ClC(=O)OC(Cl)(Cl)Cl